C(CSP(=O)([O-])[O-])[NH3+] The molecule is an organic phosphorothioate anion that is the conjugate base of cysteamine S-phosphate, obtained by deprotonation of the two free thiophosohate OH groups and protonation of the amino group. It is a conjugate base of a cysteamine S-phosphate.